C1(CC1)C(=O)NC=1C=C2C(=CN=C(C2=CN1)NC)C(=O)NC1C(CCC(C1)OC)=O 6-(cyclopropanecarboxamido)-N-(5-methoxy-2-oxocyclohexyl)-1-(methylamino)-2,7-naphthyridine-4-carboxamide